tert-butyl 4-{2-[(4-{[6-(5-chloro-2-fluorophenyl)-3-methylpyridazin-4-yl]amino}pyridin-2-yl)carbamoyl]ethyl}-2-(2-methoxy-2-oxoethyl)piperazine-1-carboxylate ClC=1C=CC(=C(C1)C1=CC(=C(N=N1)C)NC1=CC(=NC=C1)NC(=O)CCN1CC(N(CC1)C(=O)OC(C)(C)C)CC(=O)OC)F